p-aminopropiophenone CCC(=O)C1=CC=C(C=C1)N